2H-benzo[e][1,2,4]thiadiazine-3(4H)-one 1,1-dioxide S1(NC(NC2=C1C=CC=C2)=O)(=O)=O